1,2-dithiolane-3-hexanoic acid S1SC(CC1)CCCCCC(=O)O